N1N=CC=2CNCCC21 1,5,6,7-tetrahydro-4H-pyrazolo[4,3-c]pyridin